C(=O)C1=CC=C(CC2CC3C(CN(C3)C(=O)OC(C)(C)C)C2)C=C1 tert-butyl 5-(4-formylbenzyl)hexahydrocyclopenta[c]pyrrole-2(1H)-carboxylate